1,5-anhydro-2,4-dideoxy-2-(4-fluoro-5-methyl-6-(4-(1-methyl-1H-pyrazol-3-yl)benzyl)-1-oxo-1,3-dihydro-2H-isoindol-2-yl)-L-threo-pentitol FC1=C2CN(C(C2=CC(=C1C)CC1=CC=C(C=C1)C1=NN(C=C1)C)=O)[C@H]1COCC[C@@H]1O